FC1(CN(CC1)C1=CC=CC(=N1)OC(C#CC1=C(C=CC=C1)C)=O)F [6-(3,3-difluoropyrrolidin-1-yl)-2-pyridyl]3-(o-tolyl)prop-2-ynoate